2-(6-fluoro-2-methyl-3-pyridyl)pyridazin-3-one FC1=CC=C(C(=N1)C)N1N=CC=CC1=O